FC(C=1C=C(C=CC1)N1CC(=CC=C1)C(=O)N)(F)F [3-(trifluoromethyl)phenyl]-1,2-dihydropyridine-3-carboxamide